COC(CC)=O 1-methoxy-1-oxopropan